2-(1-(4-((3,5-dimethoxyphenyl)amino)-5-oxo-5,6-dihydropyrimido[4,5-d]pyridazin-2-yl)piperidin-4-yl)acetonitrile COC=1C=C(C=C(C1)OC)NC1=NC(=NC=2C=NNC(C21)=O)N2CCC(CC2)CC#N